7-(isoquinolin-4-yl)-2-(o-tolyl)-5,7-diazaspiro[3.4]octane-6,8-dione C1=NC=C(C2=CC=CC=C12)N1C(NC2(CC(C2)C2=C(C=CC=C2)C)C1=O)=O